NC1=CC=C(C=C1)S(=O)(=O)N1CCC2(CCN(CC2)C[C@H]2CN(CC2)C2=NC=NC=C2OC2=C(C(=O)N(C(C)C)C(C)C)C=C(C=C2)F)CC1 (S)-2-((4-(3-((9-((4-aminophenyl)sulfonyl)-3,9-diazaspiro[5.5]undec-3-yl)methyl)pyrrolidin-1-yl)pyrimidin-5-yl)oxy)-5-fluoro-N,N-diisopropylbenzamide